2-(4'-((2-methoxyethoxy)methyl)-[1,1'-biphenyl]-4-yl)-2-methylpropionic acid ethyl ester C(C)OC(C(C)(C)C1=CC=C(C=C1)C1=CC=C(C=C1)COCCOC)=O